tert-butyl (3aR,6aS)-5-(4-amino-2-fluorophenyl)hexahydropyrrolo[3,4-c]pyrrole-2(1H)-carboxylate NC1=CC(=C(C=C1)N1C[C@@H]2[C@H](C1)CN(C2)C(=O)OC(C)(C)C)F